2,7-Dicyanooctan C(#N)C(C)CCCCC(C)C#N